C1(CCCCC1)C(=O)NC=1SC2=C(N1)C=CC(=C2)C=2C=C1C(=NC(=NC1=CC2)C)C(=O)N[C@@H](C)C2=CC=C(C=C2)F (S)-6-(2-(cyclohexanecarboxamido)benzo[d]thiazol-6-yl)-N-(1-(4-fluorophenyl)ethyl)-2-methylquinazolin-4-carboxamide